ClC1=C(C=C(C=C1)N1CC2(C=3C1=NC=C(N3)C(=O)O)CCCC2)F 5'-(4-chloro-3-fluorophenyl)-5',6'-dihydrospiro[cyclopentane-1,7'-pyrrolo[2,3-b]pyrazine]-2'-carboxylic acid